(2S,3R,4R,5R)-3,4-dihydroxy-5-(1-methyl-1H-pyrazol-4-yl)tetrahydro-2H-pyran-2-carboxylic acid O[C@H]1[C@H](OC[C@H]([C@H]1O)C=1C=NN(C1)C)C(=O)O